3-[2-chloro-4-fluoro-5-(4-methoxy-3-pyridinyl)phenyl]-5-methyl-4H-isoxazole-5-carboxylic acid ethyl ester C(C)OC(=O)C1(CC(=NO1)C1=C(C=C(C(=C1)C=1C=NC=CC1OC)F)Cl)C